chloro-10'-(4-oxocyclohexyl)-5'H-spiro[cyclohexane-1,7'-indolo[1,2-a]quinazolin]-5'-one ClC1=CC=CC=2C(N=C3N(C12)C1=CC(=CC=C1C31CCCCC1)C1CCC(CC1)=O)=O